1-Propoxy-2-propanol C(CC)OCC(C)O